(1-Hydroxy-3-ethylbutan-2-yl)-6-(4-ethylphenyl)-2-(1-methyl-1H-pyrazol-4-yl)-3-oxo-2,3-dihydropyridazine-4-carboxamide OCC(C(C)CC)C1=C(C(N(N=C1C1=CC=C(C=C1)CC)C=1C=NN(C1)C)=O)C(=O)N